O1CCC(CC1)CNC(O[C@@H]1C[C@@H](CC1)C1=CC(=NN1)NC(CC1=CC(=CC(=C1)F)F)=O)=O (1S,3R)-3-(3-{[(3,5-di-fluorophenyl)acetyl]-amino}-1H-pyrazol-5-yl)-cyclopentyl (tetrahydro-2H-pyran-4-ylmethyl)-carbamate